(E)-4-(2-fluorophenyl)but-3-ene FC1=C(C=CC=C1)/C=C/CC